tert-butyl N-[1-(2H-1,3-benzodioxol-5-yl) propan-2-yl]carbamate O1COC2=C1C=CC(=C2)CC(C)NC(OC(C)(C)C)=O